O1C=CC2=C1C=C(C=C2)C(C)=O 1-(benzofuran-6-yl)ethanone